N,N'-dibenzylethylendiamine C(C1=CC=CC=C1)NCCNCC1=CC=CC=C1